Nickel-Germanium [Ge].[Ni]